hydroxymethylphosphonium OC[PH3+]